ClC1=CC=C(C(=O)NS)C=C1 N-4-chlorobenzoyl-sulfenamide